C(C1CO1)OCC(CCCCCCCC)CCCCCC 2-hexyldecyl glycidyl ether